[Cl-].C(CCCCCCC)C(CCC)P(CCCC)CCCC octyltributylphosphine chloride